COCCCNCCCS(=O)(=O)O 3-[(3-methoxypropyl)amino]propanesulfonic acid